exo-norbornenedicarboxylic anhydride C123C(=CC(CC1)C2)C(=O)OC3=O